N1(CCC1)C1=CC(=C(C=O)C=C1Br)[N+](=O)[O-] 4-(Azetidin-1-yl)-5-bromo-2-nitro-benzaldehyde